FC(C1=C(C=CC(=C1)C(F)(F)F)N1N=C(C(=C1)NC(=O)C1=NOC(=C1)C1=NC=CC=C1)C)(F)F N-(1-(2,4-bis(trifluoromethyl)phenyl)-3-methyl-1H-pyrazol-4-yl)-5-(pyridin-2-yl)isoxazole-3-carboxamide